2-methyl-2-amyl-nonanoic acid CC(C(=O)O)(CCCCCCC)CCCCC